C(#N)C1=NC(=CC=C1/C=C/C(=O)N(CC=1OC2=C(C1C)C=CC=C2)C)NS(NC)(=O)=O (E)-3-(2-cyano-6-((N-methylsulfamoyl)amino)pyridin-3-yl)-N-methyl-N-((3-methylbenzofuran-2-yl)methyl)acrylamide